2-(allyloxy)benzamide oxime C(C=C)OC1=C(C(N)=NO)C=CC=C1